CN1C2=C(OC[C@@H](C1=O)NC(C1=NC=CC(=C1)OC1=CC=CC=C1)=O)C=CC(=C2)C#CC2(COC2)OC(CCC(=O)O)=O (S)-4-((3-((5-methyl-4-oxo-3-(4-phenoxypicolinamido)-2,3,4,5-tetrahydrobenzo[b][1,4]oxazepin-7-yl)ethynyl)oxetan-3-yl)oxy)-4-oxobutanoic acid